NCC[N+](C)(C)C 2-aminoethyl(trimethyl)azanium